4-((4-methylpiperidin-4-yl)oxy)-N-(4-(4-morpholino-7H-pyrrolo[2,3-d]pyrimidin-6-yl)phenyl)picolinamide CC1(CCNCC1)OC1=CC(=NC=C1)C(=O)NC1=CC=C(C=C1)C1=CC2=C(N=CN=C2N2CCOCC2)N1